2-ethyl-4,6-dimethyl-2-propyl-nonyl-succinic anhydride C(C)C(CC1C(=O)OC(C1)=O)(CC(CC(CCC)C)C)CCC